C(CCC)C=1C=C(C(O)=CC1)O 4-n-butyl-catechol